C1(CC2C(CC1)O2)CC[Si](OC)(OC)OC (3,4-epoxycyclohexyl)ethyltrimethoxysilane